6-chloro-2-[(2-chlorophenyl)-methyl]-4H-3,1-benzoxazin-4-one ClC=1C=CC2=C(C(OC(=N2)CC2=C(C=CC=C2)Cl)=O)C1